2-(4-Bromobenzoyl)-3-oxo-butanoic acid methyl ester COC(C(C(C)=O)C(C1=CC=C(C=C1)Br)=O)=O